7-(hydroxymethyl)-1,2,3,5-tetrahydro-4H-cyclopenta[c]quinolin-4-one OCC=1C=CC=2C3=C(C(NC2C1)=O)CCC3